N-acetyl-L-aspartyl-L-glutamic acid C(C)(=O)N[C@@H](CC(=O)O)C(=O)N[C@@H](CCC(=O)O)C(=O)O